(4-chloro-2-(pyrrolidin-1-yl)phenoxy)piperidine-1-carboxylic acid tert-butyl ester C(C)(C)(C)OC(=O)N1C(CCCC1)OC1=C(C=C(C=C1)Cl)N1CCCC1